aminoethylaminoimidazoline NCCNN1C=NCC1